FC=1C=C(C=CC1F)N1C(CC[C@]1(C)C1=NC2=C(N1C1CCC(CC1)OC)C=CC(=C2)C2=C(N=NN2C)C)=O (R)-1-(3,4-difluorophenyl)-5-(5-(1,4-dimethyl-1H-1,2,3-triazol-5-yl)-1-((1R,4R)-4-methoxycyclohexyl)-1H-benzo[d]imidazol-2-yl)-5-methylpyrrolidin-2-one